CC1=CC=C(C=C1)S(=O)(=O)OCC1CC(C1)(C)O (3-hydroxy-3-methylcyclobutyl)methyl 4-methylbenzenesulfonate